(2S,4S)-4-((((9H-fluoren-9-yl)methoxy)carbonyl)amino)-1-methylpyrrolidine-2-carboxylic acid C1=CC=CC=2C3=CC=CC=C3C(C12)COC(=O)N[C@H]1C[C@H](N(C1)C)C(=O)O